N[C@H](C(=O)O)CC1=CC=C(C=C1)C=1C=NN(C1)C (S)-2-amino-3-(4-(1-methyl-1H-pyrazol-4-yl)phenyl)propanoic acid